FC(C=1C(=C(C=CC1)[C@@H](C)NC1=C2C(=C(N=N1)C)C=NC(=C2)C=2C=C(CN1CCC(CC1)C1=CC=C(C=C1)C1C(NC(CC1)=O)=O)C=CC2C)F)F 3-(4-(1-(3-(1-(((R)-1-(3-(Difluoromethyl)-2-fluorophenyl)ethyl)amino)-4-methyl-pyrido[3,4-d]pyridazin-7-yl)-4-methylbenzyl)piperidin-4-yl)phenyl)piperidine-2,6-dione